1-(azidomethyl)-2-fluorobenzene N(=[N+]=[N-])CC1=C(C=CC=C1)F